FC(N1CCN(CC1)CC1=C2CN(C(C2=CC=C1)=O)C1C(NC(CC1)=O)=O)F 3-(4-((4-(difluoromethyl)piperazin-1-yl)methyl)-1-oxoisoindolin-2-yl)piperidine-2,6-dione